4-[5-(2-aminoethyl)pyrimidin-2-yl]-3-[[1-(2-methylpropyl)pyrazol-4-yl]methyl]benzonitrile NCCC=1C=NC(=NC1)C1=C(C=C(C#N)C=C1)CC=1C=NN(C1)CC(C)C